1-((4-chlorobenzyl)sulfonyl)-3-((dimethylamino)methyl)-4-(3-methoxyphenyl)piperidine-4-ol ClC1=CC=C(CS(=O)(=O)N2CC(C(CC2)(O)C2=CC(=CC=C2)OC)CN(C)C)C=C1